BrC=1C=C2CN(CC2=CC1)C(=O)C1CC1 (5-bromoisoindolin-2-yl)(cyclopropyl)methanone